C(=C)C1(CC1)NC[C@H](CC=C)NC(OC(C)(C)C)=O tert-butyl (S)-(1-((1-vinylcyclopropyl)amino)pent-4-en-2-yl)carbamate